4-((5-(morpholine-4-carbonyl)pyridin-2-yl)amino)pyridazine-3-carboxamide N1(CCOCC1)C(=O)C=1C=CC(=NC1)NC1=C(N=NC=C1)C(=O)N